OC1CCC(CC1)NC(=O)[C@H]1[C@@H](C1)CCCC1=CC=CC=C1 (1R,2R)-N-((1r,4R)-4-hydroxycyclohexyl)-2-(3-phenylpropyl)cyclopropane-1-carboxamide